(S)-4-(5-amino-4-hydroxypyrimidin-2-yl)-3-((S)-sec-butyl)-1,3,4,5-tetrahydro-2H-benzo[e][1,4]Diazepin-2-one NC=1C(=NC(=NC1)N1[C@H](C(NC2=C(C1)C=CC=C2)=O)[C@@H](C)CC)O